ethyl (R)-1-((6-(N,N-diethylsulfamoyl)naphthalen-2-yl)sulfonyl)piperidine-3-carboxylate C(C)N(S(=O)(=O)C=1C=C2C=CC(=CC2=CC1)S(=O)(=O)N1C[C@@H](CCC1)C(=O)OCC)CC